(1R,3aS,6aR)-N-((R)-1-cyano-2-((R)-2-oxopyrrolidin-3-yl)ethyl)-2-(4-methoxy-1H-indole-2-carbonyl)-5,5-difluorooctahydrocyclopenta[c]pyrrole-1-carboxamide C(#N)[C@@H](C[C@@H]1C(NCC1)=O)NC(=O)[C@@H]1N(C[C@@H]2[C@H]1CC(C2)(F)F)C(=O)C=2NC1=CC=CC(=C1C2)OC